7-(7-chloro-8-fluoro-2-((hexahydro-1H-pyrrolizin-7a-yl)methoxy)pyrido[4,3-d]pyrimidin-4-yl)-2-thia-1,3,7-triazaspiro[4.5]decane 2,2-dioxide ClC1=C(C=2N=C(N=C(C2C=N1)N1CC2(CNS(N2)(=O)=O)CCC1)OCC12CCCN2CCC1)F